tert-butyl 5-(2-methoxyethyl)-2,4-dioxopiperidine-1-carboxylate COCCC1C(CC(N(C1)C(=O)OC(C)(C)C)=O)=O